N-(2-ethylhexyl)-2-cyano-3-tert-butylcarbonyloxy-pyridin-4-one C(C)C(CN1C(=C(C(C=C1)=O)OC(=O)C(C)(C)C)C#N)CCCC